1-propenyl-3-methylimidazole bromide [Br-].C(=CC)N1CN(C=C1)C